(1R,2R,5S)-4-oxo-3,8-diazabicyclo[3.2.1]octane-2-carboxylic acid ethyl ester C(C)OC(=O)[C@H]1[C@H]2CC[C@@H](C(N1)=O)N2